COC(=O)C=1C=CC2=C(N(C(=N2)CN2C(CNC(C2)=O)=O)C[C@H]2OCC2)C1 (S)-2-((2,5-dioxopiperazin-1-yl)methyl)-1-(oxetan-2-ylmethyl)-1H-benzo[d]imidazole-6-carboxylic acid methyl ester